1-[4-[[2-(4-cyclopropyl-6-methoxy-pyrimidin-5-yl)-5-methyl-pyrrolo[3,2-d]pyrimidin-7-yl]methyl]phenyl]-5-methyl-pyrazole-3-carbonitrile C1(CC1)C1=NC=NC(=C1C=1N=CC2=C(N1)C(=CN2C)CC2=CC=C(C=C2)N2N=C(C=C2C)C#N)OC